3-((3-(isopropylamino)-3-oxopropyl)amino)benzo[e][1,2,4]triazine-1,4-dioxide C(C)(C)NC(CCNC=1N=[N+](C2=C([N+]1[O-])C=CC=C2)[O-])=O